1-(6-(4-Methoxy-2-(trifluoromethyl)phenyl)chinolin-2-yl)piperidin COC1=CC(=C(C=C1)C=1C=C2C=CC(=NC2=CC1)N1CCCCC1)C(F)(F)F